ethyl 5-(4-((3,4-dichlorophenyl)amino)butyl)isoxazole-3-carboxylate ClC=1C=C(C=CC1Cl)NCCCCC1=CC(=NO1)C(=O)OCC